OC1C(C(=CC=C1)O)\C=C\C(=O)C1=CC(=C(C=C1)OC)O 2,3',6-trihydroxy-4'-methoxydihydrochalcone